C(C)(C)(C)OC(=O)NCC1=C(NC=C1)C(=O)O 3-(((tert-butyloxycarbonyl)amino)methyl)-1H-pyrrole-2-carboxylic acid